methyl ((1r,4r)-4-(4-(isopropylamino)-6-(pyridin-3-yl)pyrrolo[1,2-b]pyridazine-3-carboxamido)cyclohexyl)carbamate C(C)(C)NC=1C=2N(N=CC1C(=O)NC1CCC(CC1)NC(OC)=O)C=C(C2)C=2C=NC=CC2